FC=1C=C2N(CCN(C2=CC1)C(=O)N1C[C@H](CC1)NC(C)=O)C1=CC=C(C=C1)F (S)-N-(1-(6-fluoro-4-(4-fluorophenyl)-1,2,3,4-tetrahydroquinoxaline-1-carbonyl)pyrrolidin-3-yl)acetamide